FC=1C=C(C=CC1[Si](C)(C)C)NC([C@H](NC(CC=1OC(=NN1)C)=O)C1=CC=C(C=C1)COC)=O (2R)-N-(3-fluoro-4-(trimethylsilyl)phenyl)-2-(4-(methoxymethyl)phenyl)-2-(((5-methyl-1,3,4-oxadiazol-2-yl)acetyl)amino)acetamide